tert-butyl-2-bromoisobutyrate C(C)(C)(C)OC(C(C)(C)Br)=O